N-(1''-(5-(cyclopentyl(hydroxy)methyl)furan-2-carbonyl)dispiro[cyclopropane-1,1'-cyclohexane-4',3''-indolin]-5''-yl)methanesulfonamide C1(CCCC1)C(C1=CC=C(O1)C(=O)N1CC2(C3=CC(=CC=C13)NS(=O)(=O)C)CCC1(CC2)CC1)O